C1(=CC=CC=C1)/C=C/CC1(C(C(=C(NC1C)C)C(=O)OCCOC)C1=CC=C(C=C1)[N+](=O)[O-])C(=O)[O-] 3-(2-methoxyethyl) 5-[(2E)-3-phenyl-2-propen-1-yl]2,6-dimethyl-4-(4-nitrophenyl)-1,4-dihydropyridine-3,5-dicarboxylate